Methyl 2-phenethyl-2,8-diazaspiro[4.5]decane-4-carboxylate C(CC1=CC=CC=C1)N1CC2(C(C1)C(=O)OC)CCNCC2